NCCCN(CCCCO)CCCN 4-(bis(3-aminopropyl)amino)-1-butanol